CC1CC(C(N1)=O)=C 5-methyl-3-methylene-2-pyrrolidone